FC(C1=NN(C=C1S(=O)(=O)[C@](C)(F)C1CCN(CC1)C(=O)NC1=CC(=NC=C1)F)C)F (S)-4-(1-((3-(difluoro-methyl)-1-methyl-1H-pyrazol-4-yl)sulfonyl)-1-fluoro-ethyl)-N-(2-fluoro-pyridin-4-yl)piperidine-1-carboxamide